C(C)(=O)C=1C=C(C=C2C(C=C(OC12)N1CCC(CC1)C)=O)C 8-acetyl-6-methyl-2-(4-methyl-1-piperidinyl)chromen-4-one